tetradecadienol CCCCCCCCCC/C=C/C=C/O